Ethyl 5-(trifluoromethyl)-3-azabicyclo[3.1.0]hexane-1-carboxylate FC(C12CNCC2(C1)C(=O)OCC)(F)F